ClC=1C=C(C=CC1)C1=NN(C=C1NC(=O)C=1C=NN2C1N=CC=C2)CCO N-(3-(3-chlorophenyl)-1-(2-hydroxyethyl)-1H-pyrazol-4-yl)pyrazolo[1,5-a]pyrimidine-3-carboxamide